2,5-dioxoimidazolidin-4-yl acetate C(C)(=O)OC1NC(NC1=O)=O